1-benzyl-3-carboxymethoxy-4-piperidone C(C1=CC=CC=C1)N1CC(C(CC1)=O)OCC(=O)O